bis-(2,3,6-tribromo-4,5-dihydroxy benzyl) ether BrC1=C(COCC2=C(C(=C(C(=C2Br)O)O)Br)Br)C(=C(C(=C1Br)O)O)Br